2-[(2S)-2-(aminomethyl)morpholin-4-yl]-N-(5-cyclopentyl-1H-pyrazol-3-yl)pyrimidin-4-amine NC[C@H]1CN(CCO1)C1=NC=CC(=N1)NC1=NNC(=C1)C1CCCC1